S(=O)(=O)(O)O.CC(CCCCCCCC)OC(C)CCCCCCCC 2-decyl ether sulfate